F[C@H]1C[C@H](N2N=C(N=C21)[S@@](=O)CC#N)C2=C(C=CC=C2)F 2-[(S)-[(5S,7S)-7-Fluoro-5-(2-fluorophenyl)-6,7-dihydro-5H-pyrrolo[1,2-b][1,2,4]triazol-2-yl]sulfinyl]acetonitril